ClC1=C(N=C(N1)C#N)C1=CC(=C(C=C1)C)Cl 5-CHLORo-4-(3-CHLORo-4-METHYLPHENYL)-1H-IMIDAZOL-2-CARBONITRIL